tert-butyl 3-(1-cyano-1-(4-fluorophenyl)ethyl)pyrrolidine-1-carboxylate C(#N)C(C)(C1=CC=C(C=C1)F)C1CN(CC1)C(=O)OC(C)(C)C